Ethyl 7-amino-3-phenylthieno[2,3-b]pyrazine-6-carboxylate NC1=C(SC2=NC(=CN=C21)C2=CC=CC=C2)C(=O)OCC